C1(CC1)C([C@@H](C=1OC2=C(N1)C=C(C=C2)CN2C(N[C@@H](C2)C(F)(F)F)=O)NC(=O)C2=NON=C2C)C2CC2 N-((S)-2,2-dicyclopropyl-1-(5-(((S)-2-oxo-4-(trifluoromethyl)imidazolidin-1-yl)methyl)benzo[d]oxazol-2-yl)ethyl)-4-methyl-1,2,5-oxadiazole-3-carboxamide